CN1CC2C(C1)CC(C2)OC2=C(C=C(C=C2)[N+](=O)[O-])C(F)(F)F 2-methyl-5-(4-nitro-2-(trifluoromethyl)phenoxy)octahydrocyclopenta[c]pyrrole